C(C)C=1C(NC=2C(=C(C=NC2C1)CN1CCC(=CC1)C1=NC=C(C=C1)C#N)F)=O 1'-((7-ethyl-4-fluoro-6-oxo-5,6-dihydro-1,5-naphthyridin-3-yl)methyl)-1',2',3',6'-tetrahydro-[2,4'-bipyridine]-5-carbonitrile